ClC1=NC2=CC=NC=C2C(=C1)OCOC1=CC=C(C=C1)OC 2-chloro-4-[(4-methoxyphenoxy)methoxy]-1,6-naphthyridine